4-chloro-10-{2,6-difluoro-4-[(3S)-3-(methylamino)pyrrolidin-1-yl]phenyl}-8-ethyl-9-oxo-6,8,10-triazatricyclo[9.4.0.02,7]pentadeca-1(11),2(7),3,5,12,14-hexaene-13-carbonitrile ClC1=CC=2C=3C=CC(=CC3N(C(N(C2N=C1)CC)=O)C1=C(C=C(C=C1F)N1C[C@H](CC1)NC)F)C#N